CC1=NOC(=C1COC=1C=CC2=C(C(=C(O2)C)C(=O)O)C1)C 5-((3,5-dimethylisoxazol-4-yl)methoxy)-2-methylbenzofuran-3-carboxylic acid